[Si].[Fe].[Zn].[Cu].C(CCCCCC=C)C1CO1 (7-octenyl)epoxyethane copper-zinc-iron-silicon